N-{[3-fluoro-4-(propan-2-yl)phenyl](phenyl)methyl}-5-methyl-1-[2-(1H-1,2,3-triazol-5-yl)acetyl]pyrrolidine-2-carboxamide FC=1C=C(C=CC1C(C)C)C(NC(=O)C1N(C(CC1)C)C(CC1=CN=NN1)=O)C1=CC=CC=C1